(S)-1-(5-((1,3-dimethyl-1H-pyrazol-4-yl)methyl)-1H-pyrrole-2-carbonyl)-N-(3,4,5-trifluorophenyl)pyrrolidine-3-carboxamide CN1N=C(C(=C1)CC1=CC=C(N1)C(=O)N1C[C@H](CC1)C(=O)NC1=CC(=C(C(=C1)F)F)F)C